3-(2-fluoro-4-methyl-phenyl)-5-(trifluoromethyl)-1,2,4-oxadiazole FC1=C(C=CC(=C1)C)C1=NOC(=N1)C(F)(F)F